cis-N-(2-fluoro-5-(5-fluoropyridin-3-yl)-4-methylphenyl)-3-methyl-1-(5-methyl-1,3,4-oxadiazol-2-yl)-6-azabicyclo[3.1.1]heptane-6-carboxamide FC1=C(C=C(C(=C1)C)C=1C=NC=C(C1)F)NC(=O)N1C2CC(CC1(C2)C=2OC(=NN2)C)C